N-[[(3R)-pyrrolidin-3-yl]methyl]cyclopropanamine N1C[C@@H](CC1)CNC1CC1